ClC1=C(C=CC(=C1)Cl)C=1CCCC2=C(C1C1=CC=C(C=C1)O[C@@H]1CN(CC1)CCCF)C=CC(=C2)C2=CC=NO2 (S)-5-(8-(2,4-dichlorophenyl)-9-(4-((1-(3-fluoropropyl)pyrrolidin-3-yl)oxy)phenyl)-6,7-dihydro-5H-benzo[7]annulen-3-yl)isoxazol